BrC=1C=C(C=CC1)N1C(N=C(C2=C1N=C(S2)C2CC2)N(C)C)=O 4-(3-bromophenyl)-2-cyclopropyl-7-(dimethylamino)-[1,3]thiazolo[4,5-d]pyrimidin-5-one